(4-(3-hydroxyoxetan-3-yl)phenyl)(5-(4-(trifluoromethyl)phenoxy)-1H-indol-1-yl)methanone OC1(COC1)C1=CC=C(C=C1)C(=O)N1C=CC2=CC(=CC=C12)OC1=CC=C(C=C1)C(F)(F)F